C1(CC1)CCC(=O)[O-] 1-cyclopropyl-2-ethylcarboxylate